ClC=1C(=C(C(=CC1)N1N=NN=C1)C=1C=CC(=[N+](C1)[O-])[C@H](C[C@H]1C(C1)(F)F)N1N=CC(=C1)C=1N=NN(C1)C(F)F)F |o1:19| (R)-5-(3-Chloro-2-fluoro-6-(1H-tetrazol-1-yl)phenyl)-2-((S*)-2-(2,2-difluorocyclopropyl)-1-(4-(1-(difluoromethyl)-1H-1,2,3-triazol-4-yl)-1H-pyrazol-1-yl)ethyl)pyridine 1-oxide